C(C)(C)(C)OC(=O)N1C(C(CC1)CC1=CC=C(C=C1)I)=O.BrC1=CC(=C(N)C=C1)C1=CC=NN1C1OCCCC1 4-bromo-2-(1-(tetrahydro-2H-pyran-2-yl)-1H-pyrazol-5-yl)aniline tert-butyl-3-(4-iodobenzyl)-2-oxopyrrolidine-1-carboxylate